(E)-1-(4-(5-acetyl-3-((4-(1-methyl-1H-pyrazol-4-yl)phenyl)amino)-4,5,6,7-tetrahydro-1H-pyrazolo[4,3-c]pyridin-1-yl)-[1,4'-bipiperidin]-1'-yl)-4-(4-methoxyphenyl)but-2-ene-1,4-dione C(C)(=O)N1CC2=C(CC1)N(N=C2NC2=CC=C(C=C2)C=2C=NN(C2)C)C2CCN(CC2)C2CCN(CC2)C(\C=C\C(=O)C2=CC=C(C=C2)OC)=O